BrC1=CC=C(C=C1)[C@H]1[C@H](CN(CC1)C1=CC(=C(N)C=C1F)OC)F 4-((3R,4S)-4-(4-bromophenyl)-3-fluoropiperidin-1-yl)-5-fluoro-2-methoxyaniline